(s)-5-(3-(5-chloro-6-(trifluoromethyl)isoindolin-2-yl)-3-oxopropyl)-5-(1-methyl-1H-imidazol-2-yl)imidazolidine-2,4-dione ClC=1C=C2CN(CC2=CC1C(F)(F)F)C(CC[C@@]1(C(NC(N1)=O)=O)C=1N(C=CN1)C)=O